4-(1-benzyl-1H-imidazol-5-yl)-2-[(3R)-3-methylmorpholin-4-yl]-8-(1H-pyrazol-5-yl)-1,7-naphthyridine C(C1=CC=CC=C1)N1C=NC=C1C1=CC(=NC2=C(N=CC=C12)C1=CC=NN1)N1[C@@H](COCC1)C